The molecule is the conjugate base of N(3)-oxalyl-L-2,3-diaminopropionic acid having anionic carboxy groups and a protonated primary amino group; major species at pH 7.3. It is a conjugate base of a N(3)-oxalyl-L-2,3-diaminopropionic acid. C([C@@H](C(=O)[O-])[NH3+])NC(=O)C(=O)[O-]